COC1=C(CNC2=NC(=CC(=C2[N+](=O)[O-])N2CCOCC2)N2N=C(C=C2)C=2C=C(C=CC2)C)C=CC(=C1)OC N-(2,4-dimethoxybenzyl)-4-morpholino-3-nitro-6-(3-(m-tolyl)-1H-pyrazol-1-yl)pyridin-2-amine